(R)-(2-(6-chloro-3-methoxyquinolin-8-yl)-7,8-dihydro-[1,4]dioxino[2',3':3,4]benzo[1,2-d]thiazol-7-yl)methyl (2-(2-hydroxyethoxy)pyrimidin-5-yl)carbamate OCCOC1=NC=C(C=N1)NC(OC[C@@H]1OC2=C(C3=C(N=C(S3)C=3C=C(C=C4C=C(C=NC34)OC)Cl)C=C2)OC1)=O